C(=O)(C=C)CS(=O)(=O)OCCC(=O)C=C.[Na] sodium acryl-ethyl acryl-methyl-sulfonate